CC1=CC(=NC=C1NC1=NC=C2N(C(N(C2=N1)C1CCOCC1)=O)C)C#N 4-methyl-5-((7-methyl-8-oxo-9-(tetrahydro-2H-pyran-4-yl)-8,9-dihydro-7H-purin-2-yl)amino)pyridinenitrile